C1(CC1)C1=NC=NC(=C1C1=NC=C2C(=N1)N(N=C2)CC2=CC=C(C=C2)C=2N(C=C(N2)C(F)(F)F)C)OC2COCC2 6-(4-cyclopropyl-6-((tetrahydrofuran-3-yl)oxy)pyrimidin-5-yl)-1-(4-(1-methyl-4-(trifluoromethyl)-1H-imidazol-2-yl)benzyl)-1H-pyrazolo[3,4-d]pyrimidine